N-(4-((2-(1,1-difluoroethyl)-6-methylpyrimidin-4-yl)amino)-5-(2-(methoxymethyl)pyrimidin-4-yl)pyridin-2-yl)acetamide FC(C)(F)C1=NC(=CC(=N1)NC1=CC(=NC=C1C1=NC(=NC=C1)COC)NC(C)=O)C